8-(((1r,4r)-4-(2-hydroxypropan-2-yl)cyclohexyl)amino)-2-(1H-imidazol-1-yl)-5-methylpyrido[3,2-d]pyrimidin-6(5H)-one OC(C)(C)C1CCC(CC1)NC1=CC(N(C2=C1N=C(N=C2)N2C=NC=C2)C)=O